COC=1C(=CC2=CN(N=C2C1)C)B1OC(C(O1)(C)C)(C)C 6-methoxy-2-methyl-5-(4,4,5,5-tetramethyl-1,3,2-dioxaborolan-2-yl)indazole